FC1=CC=CC=2N1N=C(C2)[C@@H]2N(CCC1=C2N=CN1)C(=O)C=1OC(=NN1)C1=NC=CN=C1 (R)-(4-(7-fluoropyrazolo[1,5-a]pyridin-2-yl)-6,7-dihydro-1H-imidazo[4,5-c]pyridin-5(4H)-yl)(5-(pyrazin-2-yl)-1,3,4-oxadiazol-2-yl)methanone